N-(2-((4-(2-((3-(1H-Imidazol-1-yl)benzyl)((9-ethyl-9H-carbazol-3-yl)methyl)amino)ethyl)phenyl)carbamoyl)-4,5-dimethoxyphenyl)-4-oxo-4H-chromene-2-carboxamide N1(C=NC=C1)C=1C=C(CN(CCC2=CC=C(C=C2)NC(=O)C2=C(C=C(C(=C2)OC)OC)NC(=O)C=2OC3=CC=CC=C3C(C2)=O)CC=2C=CC=3N(C4=CC=CC=C4C3C2)CC)C=CC1